tert-Butyl (4S)-4-(1-methoxy-5-oxo-pentyl)-2,2-dimethyl-oxazolidine-3-carboxylate COC(CCCC=O)[C@H]1N(C(OC1)(C)C)C(=O)OC(C)(C)C